methyl 3-((3-butyl-3-ethyl-7-(methylsulfanyl)-1,1-dioxo-5-phenyl-2,3,4,5-tetrahydro-1,5-benzothiazepin-8-yl) oxy)-2-hydroxy-2-methylpropionate C(CCC)C1(CS(C2=C(N(C1)C1=CC=CC=C1)C=C(C(=C2)OCC(C(=O)OC)(C)O)SC)(=O)=O)CC